3,4,6-tri-O-methyl-1,2,5-triacetyl-mannitol CO[C@H]([C@@](C(O)C(C)=O)(O)C(C)=O)[C@H](OC)[C@](O)(COC)C(C)=O